N1C=CC2=CC=C(C=C12)NC(=O)NC=1C=CC2=C(OCCN2C=2OC=CN2)C1 1-(1H-indol-6-yl)-3-(4-(oxazol-2-yl)-3,4-dihydro-2H-benzo[b][1,4]oxazin-7-yl)urea